C(=C)C=1C=C(C=CC1)B(O)O 3-vinyl-phenylboronic acid